10β,17β-dihydroxyestra-1,4-dien-3-one O[C@]12C=CC(C=C1CC[C@H]1[C@@H]3CC[C@@H]([C@@]3(C)CC[C@H]21)O)=O